NC1=NC=CC=C1C1=NC=2C(=NC(=CC2)C=2C=NC=CC2OC)N1C1=CC=C(CN2CCC(CC2)NC2=NC(=NC=C2)C#N)C=C1 4-((1-(4-(2-(2-aminopyridin-3-yl)-5-(4-methoxypyridin-3-yl)-3H-imidazo[4,5-b]pyridin-3-yl)benzyl)piperidin-4-yl)amino)pyrimidine-2-carbonitrile